CN1C(=CC2=CC(=CC=C12)C(F)(F)F)CNCCCCOCCNC1=NC2=C(C3=CN=CC=C13)C=CC(=C2)C(=O)N 5-((2-(4-(((1-Methyl-5-(trifluoromethyl)-1H-indol-2-yl)methyl)amino)butoxy)ethyl)amino)benzo[c][2,6]naphthyridine-8-carboxamide